C1(CC1)OC=1C=C(C=CC1)N1C(C(C2=CC(=CC=C12)C(=O)NC1(CCS(CC1)(=O)=O)C)(C)C)=O 1-[3-(cyclopropoxy)phenyl]-3,3-dimethyl-N-(4-methyl-1,1-dioxo-thian-4-yl)-2-oxo-indoline-5-carboxamide